N-(2-(difluoromethoxy)phenyl)-4-(phenylsulfonamido)benzamide FC(OC1=C(C=CC=C1)NC(C1=CC=C(C=C1)NS(=O)(=O)C1=CC=CC=C1)=O)F